C(CCCCCCCC)#N pelargononitrile